NCCNCC1CC(C(C(C1)OC)OC)CNCCN 1,3-bis(N-(2-aminoethyl)aminomethyl)-4,5-dimethoxycyclohexane